Cl.C(C)N1C(=NC2=C1C=CC(=C2)C#CC2=NN(C1=C2C(=NC=C1)N)[C@@H]1CN[C@H](C1)COC)C 3-((1-ethyl-2-methyl-1H-benzo[d]imidazol-5-yl)ethynyl)-1-((3S,5R)-5-(methoxymethyl)pyrrolidin-3-yl)-1H-pyrazolo[4,3-c]pyridin-4-amine hydrochloride